CC1(CCNCC1)C(NC=1C=NC=CC1)=N 4-methyl-N-(pyridin-3-yl)piperidin-4-carboximidamide